C1=CC=CC=2C3=CC=CC=C3C(C12)COC(=O)N(C(C(=O)O)CCC1=C(C=CC=C1)C(C)C)C 2-((((9H-Fluoren-9-yl)methoxy)carbonyl)(methyl)amino)-4-(2-isopropylphenyl)butanoic acid